BrC(CCCN1C(C=2C(C1=O)=CC=CC2)=O)CC N-(4-bromohexyl)phthalimide